ClC=1C=C(CC2=CC=C(N=N2)C2C(=NN(C(C2)=O)C)C(=O)N)C=CC1F (6-(3-chloro-4-fluorobenzyl)pyridazin-3-yl)-1-methyl-6-oxo-1,4,5,6-tetrahydropyridazine-3-carboxamide